ClC1=NC2=CC=CC=C2N=C1C1=NC(=NC(=N1)C1=C2C=CC=NC2=CC=C1)C1=C2C=CC=NC2=CC=C1 2-chloro-3-(4,6-bis(quinolin-5-yl)-1,3,5-triazin-2-yl)quinoxaline